C(C([2H])([2H])[2H])(OC1=C(C=CC=C1)C1=NC=2CN(CC3(C2C=C1)CCNCC3)C[C@@H]3N(CCC3)C(=O)OC(C)(C)C)([2H])[2H] tert-butyl (R)-2-((2'-(2-(ethoxy-d5)phenyl)-6'H-spiro[piperidine-4,5'-[1,7]naphthyridin]-7'(8'H)-yl)methyl)pyrrolidine-1-carboxylate